O1CCOC2=C1C=CC=C2C2=NC(=CC(=C2)[NH-])OC [2-(2,3-dihydro-benzo[1,4]dioxin-5-yl)-6-methoxy-pyridin-4-yl]-amid